(3S)-2-(6-chloro-1H-indole-2-carbonyl)-N-[(1S)-1-cyano-2-[(3R)-5,5-dimethyl-2-oxo-pyrrolidin-3-yl]ethyl]-2-azaspiro[4.5]decane-3-carboxamide ClC1=CC=C2C=C(NC2=C1)C(=O)N1CC2(C[C@H]1C(=O)N[C@@H](C[C@H]1C(NC(C1)(C)C)=O)C#N)CCCCC2